C1(CCCCC1)C1=NN(C=2N=C(NC(C21)=O)C)C(C)C=2C=NC(=CC2)C(F)(F)F 3-Cyclohexyl-6-Methyl-1-(1-(6-(Trifluoromethyl)Pyridin-3-Yl)Ethyl)-1H-Pyrazolo[3,4-d]Pyrimidin-4(5H)-One